COC1=CC=C(CN2C=NC3=NC=NC=C23)C=C1 7-(4-methoxybenzyl)-7H-purine